tert-butyl (3R,4S)-4-amino-3-methyl-piperidine-1-carboxylate N[C@@H]1[C@@H](CN(CC1)C(=O)OC(C)(C)C)C